2-(dimethylamino)-2-[(4-methylphenyl)methyl]-1-(4-morpholinophenyl)-1-butanone CN(C(C(=O)C1=CC=C(C=C1)N1CCOCC1)(CC)CC1=CC=C(C=C1)C)C